2,2'-((3-((2-(4-amino-1,2,5-oxadiazol-3-yl)-1-ethyl-4-(3-hydroxyprop-1-yn-1-yl)-1H-imidazo[4,5-c]pyridin-7-yl)oxy)propyl)azanediyl)bis(ethane-1-sulfonic acid) NC=1C(=NON1)C=1N(C2=C(C(=NC=C2OCCCN(CCS(=O)(=O)O)CCS(=O)(=O)O)C#CCO)N1)CC